1-(2,6-dichloropyrimidin-4-yl)ethanone ClC1=NC(=CC(=N1)C(C)=O)Cl